N-{2-[(8R,8aS)-8-(1,3-dioxo-1,3-dihydro-2H-isoindol-2-yl)hexahydropyrrolo[1,2-a]pyrazine-2(1H)-yl]-4-phenoxy-3-(trifluoromethyl)phenyl}-2-(pyridazin-4-yl)-1,3-thiazole-4-carboxamide O=C1N(C(C2=CC=CC=C12)=O)[C@@H]1CCN2[C@H]1CN(CC2)C2=C(C=CC(=C2C(F)(F)F)OC2=CC=CC=C2)NC(=O)C=2N=C(SC2)C2=CN=NC=C2